C(C#C)OCC(COCC#C)O 1,3-di(propargyloxy)-2-propanol